1,3-divinylnaphthalene C(=C)C1=CC(=CC2=CC=CC=C12)C=C